ClC=1C=C(CN2C3CC(CC2CC3)C(C(=O)O)CCCC)C=CC1Cl 2-(8-(3,4-dichlorobenzyl)-8-azabicyclo[3.2.1]octan-3-yl)hexanoic acid